BrC1=CC2=C(C=N1)N=C(N2COCC[Si](C)(C)C)C2=CC(=CN2COCC[Si](C)(C)C)C(=O)C2=C(C=CC=C2)C(F)(F)F (5-(6-bromo-1-((2-(trimethylsilyl)ethoxy)methyl)-1H-imidazo[4,5-c]pyridin-2-yl)-1-((2-(trimethylsilyl)ethoxy)methyl)-1H-pyrrol-3-yl)(2-(trifluoromethyl)phenyl)methanone